COC(=O)C1=NC=C(N=C1)N1N=C(N=C1[C@H](C)NC(=O)OC(C)(C)C)C1CC1 5-[5-[(1S)-1-(tert-Butoxycarbonylamino)ethyl]-3-cyclopropyl-1,2,4-triazol-1-yl]pyrazine-2-carboxylic acid methyl ester